FC(C1=NC=CC(=C1)C=1C(=NC=CC1)C(=O)N)(F)F [2-(trifluoromethyl)pyridin-4-yl]pyridine-2-carboxamide